ClC1=C(C(=O)NCC(N2CCC(CC2)COC2=NC=CC(=C2)F)C2=C(N=CS2)C(F)F)C(=CC=C1)F 2-chloro-N-{2-[4-(difluoromethyl)-1,3-thiazol-5-yl]-2-(4-{[(4-fluoropyridin-2-yl)oxy]methyl}piperidin-1-yl)ethyl}-6-fluorobenzamide